FC=1C=C(C(=O)OC)C=CC1C#CC1=CC=NC=C1 methyl 3-fluoro-4-(pyridin-4-ylethynyl)benzoate